CC(N)(C)C(=O)O α-methyl-Alanine